FC=1C=C(C=CC1F)[C@@H]1N(OCC1)C1=CC(=NC=N1)NC=1C(=CC(=C(C1)NC(C=C)=O)N1CCC(CC1)N1CCN(CC1)C)OC N-(5-((6-((R)-3-(3,4-difluorophenyl)-isoxazolidine-2-yl)pyrimidine-4-yl)amino)-4-methoxy-2-(4-(4-methylpiperazine-1-yl)piperidine-1-yl)phenyl)acrylamide